(4-(4-amino-7-(1-(2-hydroxy-2-methylpropanoyl)piperidin-4-yl)pyrrolo[2,1-f][1,2,4]triazin-5-yl)phenyl)-2-oxo-1-(pyridin-2-yl)-1,2,4,5,6,7-hexahydropyrazolo[1,5-a]pyridine-3-carboxamide NC1=NC=NN2C1=C(C=C2C2CCN(CC2)C(C(C)(C)O)=O)C2=CC=C(C=C2)C2C=1N(CCC2)N(C(C1C(=O)N)=O)C1=NC=CC=C1